COC1=C(C(=CC(=C1)C1=CC=CC=C1)OC)O 2,6-dimethoxy-4-phenyl-phenol